tert-butyl (R)-(1-(3-cyano-5-fluoro methylphenyl)ethyl)carbamate C(#N)C=1C=C(C=C(C1)CF)[C@@H](C)NC(OC(C)(C)C)=O